2-(2-methoxy-4-pyridyl)-5-(trifluoromethyl)aniline COC1=NC=CC(=C1)C1=C(N)C=C(C=C1)C(F)(F)F